3-methyl-crotonyl-CoA CC(=CC(=O)SCCNC(CCNC([C@@H](C(COP(OP(OC[C@@H]1[C@H]([C@H]([C@@H](O1)N1C=NC=2C(N)=NC=NC12)O)OP(=O)(O)O)(=O)O)(=O)O)(C)C)O)=O)=O)C